C(CCC)(=O)N([C@@H](CCCCN)C(=O)O)C(CCC)=O Dibutyryl-lysine